CN(C(=O)C1=CC2=C(N=C(N=C2)NC2=NC=C(C=C2)N2CC(NCC2)(C)C)N1C1CCCC1)C 7-Cyclopentyl-2-[5-(3,3-dimethyl-piperazin-1-yl)-pyridin-2-ylamino]-7H-pyrrolo[2,3-d]pyrimidine-6-carboxylic acid dimethylamide